methyl (S)-2-amino-3-(4-bromophenyl)propanoate N[C@H](C(=O)OC)CC1=CC=C(C=C1)Br